1,3-propylene glycol dicaprylate C(CCCCCCC)(=O)OCCCOC(CCCCCCC)=O